ClC=1C(N(C(=CC1OC([2H])([2H])C1=NC=C(C=C1F)F)C)C1=CC(=NC=C1C)N1N=C(C=C1)C(C)(C)OC)=O (R)-3-chloro-4-((3,5-Difluoropyridin-2-yl)methoxy-d2)-2'-(3-(2-methoxypropan-2-yl)-1H-pyrazol-1-yl)-5',6-Dimethyl-2H-[1,4'-bipyridyl]-2-one